C1(=C(C=CC=C1)NC(C(=O)NC1=C(C=CC=C1)C1=CC=CC=C1)=O)C1=CC=CC=C1 N1,N2-bis([1,1'-biphenyl]-2-yl)ethanediamide